ClC=1C(=NC(=NC1)NC1CCOCC1)C1=CC=C2CN(C(C2=C1)=O)CC(=O)N[C@@H]1[C@@H](CC2=CC=CC=C12)O 2-(6-{5-chloro-2-[(oxan-4-yl)amino]pyrimidin-4-yl}-1-oxo-2,3-dihydro-1H-isoindol-2-yl)-N-[(1S,2R)-2-hydroxy-2,3-dihydro-1H-inden-1-yl]acetamide